COC(C(=C)COCC=C)=O 2-(allyloxymethyl)acrylic acid methyl ester